O=C(CCC(=O)O)C=1SC=CC1 4-Oxo-4-(thiophene-2-yl)butyric acid